(5-methyloxazol-2-yl)-1H-pyrazol CC1=CN=C(O1)N1N=CC=C1